COC(=O)C1CN(C1)C1CCC2=CC(=CC=C12)C1=CC(=C(C=C1)C1CC1)F 1-(5-(4-cyclopropyl-3-fluorophenyl)-2,3-dihydro-1H-inden-1-yl)azetidine-3-carboxylic acid methyl ester